[Al].C(CCCCC(C)C)(=O)O isooctanoic acid aluminum